C(N)(=O)[C@H]1N2C(N([C@H](C=C1C)C2)O[C@@H](C(=O)O)F)=O (2R)-2-[[(2S,5R)-2-carbamoyl-3-methyl-7-oxo-1,6-diazabicyclo[3.2.1]oct-3-en-6-yl]oxy]-2-fluoroacetic acid